N-(4-Methoxy-benzyl)-1,2-ethandiamin COC1=CC=C(CNCCN)C=C1